4-(1-((tert-butyldimethylsilyl)oxy)-4-hydroxybut-2-yl)thiomorpholine [Si](C)(C)(C(C)(C)C)OCC(CCO)N1CCSCC1